{2-[6-(ethylamino)-4-[4-fluoro-2-(4-methyl-1,2,4-triazol-3-yl)-phenyl]-pyridin-2-yl]-7-(trifluoromethyl)-1,3-benzooxazol-5-yl}-methanol C(C)NC1=CC(=CC(=N1)C=1OC2=C(N1)C=C(C=C2C(F)(F)F)CO)C2=C(C=C(C=C2)F)C2=NN=CN2C